FC(C=1C(=CC=C2C(C(C(C12)O)(F)F)(F)F)OC1CC(C1)F)F 7-(difluoromethyl)-2,2,3,3-tetrafluoro-6-(3-fluorocyclobutoxy)-2,3-dihydro-1H-inden-1-ol